O=C1NC(CCC1N1C(C2=CC=CC(=C2C1)C=CCCC=1C(=NC=CC1)C(=O)N)=O)=O (4-(2-(2,6-dioxopiperidin-3-yl)-1-oxoisoindolin-4-yl)but-3-en-1-yl)picolinamide